C(#N)CC=1C(=CN2C=C(C=CC12)C1CCOCC1)C(=O)OCC ethyl 1-(cyanomethyl)-6-(3,4,5,6-tetrahydro-2H-pyran-4-yl)indolizine-2-carboxylate